FC1=CC(=C(C=C1)NC=1C(=NC(=CN1)C(F)(F)F)C(=O)O)C 3-((4-fluoro-2-methylphenyl)-amino)-6-(tri-fluoromethyl)pyrazine-2-carboxylic acid